2-((6-oxaspiro[3.4]octan-7-yl)methyl)-2H-tetrazol C1CCC12COC(C2)CN2N=CN=N2